9-chloro-2-(1-methyl-1H-pyrazol-4-yl)[1,2,4]triazolo[1,5-c]quinazolin ClC1=CC=2C=3N(C=NC2C=C1)N=C(N3)C=3C=NN(C3)C